N-(4-(3-(2,6-difluorophenyl)-1-methyl-1H-pyrazol-4-yl)-7-methoxyquinazolin-6-yl)-3-methyl-3-azabicyclo[3.1.0]hexane-1-carboxamide FC1=C(C(=CC=C1)F)C1=NN(C=C1C1=NC=NC2=CC(=C(C=C12)NC(=O)C12CN(CC2C1)C)OC)C